NC1=C(C=C(C=N1)NC(=O)C(=O)N(CC1=NC=C(C=C1)C(F)(F)F)C(C(C)C)C)CC N-(6-amino-5-ethyl-3-pyridyl)-N'-(1,2-dimethylpropyl)-N'-[[5-(trifluoromethyl)-2-pyridyl]methyl]oxamide